COC=1C=C2C(=C(NC2=CC1)C)CC(=O)O 5-methoxy-2-methyl-3-indoleacetic acid